2-[4-[4-[(2,6-dioxo-3-piperidyl)amino]-2-fluoro-phenyl]-1-piperidyl]-N-[2-[[8-fluoro-6-hydroxy-7-(1,1,4-trioxo-1,2,5-thiadiazolidin-2-yl)-2-naphthyl]oxy]ethyl]acetamide O=C1NC(CCC1NC1=CC(=C(C=C1)C1CCN(CC1)CC(=O)NCCOC1=CC2=C(C(=C(C=C2C=C1)O)N1S(NC(C1)=O)(=O)=O)F)F)=O